Cl.FC(C=1N=CC(=NC1)N1CC2(CC1=O)C1CNCC2CC1)(F)F 1'-(5-(trifluoromethyl)pyrazin-2-yl)-3-azaspiro[bicyclo[3.2.1]octane-8,3'-pyrrolidin]-5'-one hydrochloride